[Ge].[Sb].FC[Si](C)(Cl)C(C)(C)C fluoro-t-butyl-(chloro)dimethylsilane Antimony Germanium